(S)-3-(benzo[d][1,3]dioxolan-5-yl)-6-((1-(4-chloro-3-fluorophenyl)ethyl)amino)-4H-pyrano[2,3-c]pyridin-4-one O1COC2=C1C=CC(=C2)C=2C(C=1C(=CN=C(C1)N[C@@H](C)C1=CC(=C(C=C1)Cl)F)OC2)=O